(R)-3-(1,3-di-oxo-isoindolin-2-yl)-2-methylpropylcarbamic acid tert-butyl ester C(C)(C)(C)OC(NC[C@H](CN1C(C2=CC=CC=C2C1=O)=O)C)=O